BrC=1C2=CC=CC=C2C(=C2C=CC=CC12)C1=CC2=CC(=CC=C2C=C1)C1=CC=CC=C1 9-bromo-10-(7-phenyl-naphthalen-2-yl)-anthracene